N-(4-(5-(4-acetamidocyclohex-1-enyl)-4-amino-7-methyl-7H-pyrrolo[2,3-d]pyrimidin-6-yl)phenyl)acetylamide C(C)(=O)NC1CC=C(CC1)C1=C(N(C=2N=CN=C(C21)N)C)C2=CC=C(C=C2)CC(=O)[NH-]